FC1=CC=C(CNC(=O)NC=2SC=CN2)C=C1 1-(4-fluorobenzyl)-3-(thiazol-2-yl)urea